N-((5-chloro-6-(pyrazolo[1,5-a]pyridin-6-yl)-1H-indol-2-yl)methyl)acetamide ClC=1C=C2C=C(NC2=CC1C=1C=CC=2N(C1)N=CC2)CNC(C)=O